(R)-4-(Bicyclo[1.1.1]pentan-1-yl)-1-(2-methyl-1H-benzo[d]imidazol-5-yl)azetidin-2-one C12(CC(C1)C2)[C@H]2CC(N2C2=CC1=C(NC(=N1)C)C=C2)=O